P(=O)(OC1=C(C=CC=C1)C)(OC1(CC=C(C=C1)C(C)C)C(C)C)[O-] o-tolyl p-diisopropylphenyl phosphate